C(C=C)C=1C=NC=NC1C(F)(F)F 5-allyl-6-(trifluoromethyl)pyrimidin